(S)-5-chloro-8-((5-(difluoromethyl)-1-methyl-1H-1,2,3-triazol-4-yl)methoxy)-7-fluoro-1-((3-oxo-morpholino)methyl)-3,4-dihydroisoquinoline-2(1H)-carboxylic acid tert-butyl ester C(C)(C)(C)OC(=O)N1[C@@H](C2=C(C(=CC(=C2CC1)Cl)F)OCC=1N=NN(C1C(F)F)C)CN1C(COCC1)=O